2-(2-Methyl-5-nitro-1H-imidazol-1-yl)ethylsulfamide CC=1N(C(=CN1)[N+](=O)[O-])CCNS(=O)(=O)N